COC=1C=C(C=CC1)C1=CN=C2N1N=C(C=C2)NC(CO)CC 2-[[3-(3-methoxyphenyl)imidazo[1,2-b]pyridazin-6-yl]amino]butan-1-ol